CC1=CC=C(S1)C=1C(C2=CC(=C(C(=C2C1)C1=CC=CC=C1)C)C)[Zr] [2-(5-methyl-2-thienyl)-4-phenyl-5,6-dimethyl-1-indenyl]zirconium